FC1CN(C1)C(=O)C1=CC=C(C=C1)C1=NOC(=C1)C1=NNC2=CC(=C(C=C12)F)OCCOC (3-fluoro-azetidin-1-yl)-(4-{5-[5-fluoro-6-(2-methoxy-ethoxy)-1H-indazol-3-yl]-isoxazol-3-yl}-phenyl)-methanone